ClC1=NC=NC(=C1O)Cl 4,6-dichloropyrimidin-5-ol